The molecule is a maleate ester resulting from the formal condensation of both carboxy groups of maleic acid with ethanol. A colourless liquid at room temperature (m.p. -10℃) with boiling point 220℃ at 1 atm., it is commonly used as a dienophile for Diels-Alder-type cycloaddition reactions in organic synthesis. It has a role as a glutathione depleting agent. It is a maleate ester and an ethyl ester. It derives from an ethanol. CCOC(=O)/C=C\\C(=O)OCC